ClC1=C(C(=CC=C1)C)C 4-Chloro-2,3-dimethylbenzene